(+-)-(4Z,8E)-1,5,8-trimethyl-13-oxabicyclo[10.1.0]trideca-4,8-diene CC12CC\C=C(/CC\C(=C\CCC2O1)\C)\C